ClC1=C(O[C@H](C(=O)OC)C(C)C)C=C(C=C1)CN1C(=C(C2=CC(=CC=C12)C(N[C@@H](C)C1=CC(=CC=C1)C(C)C)=O)C)C (S)-Methyl 2-(2-chloro-5-((5-(((S)-1-(3-isopropylphenyl)ethyl)carbamoyl)-2,3-dimethyl-1H-indol-1-yl)methyl)phenoxy)-3-methylbutanoate